CN1C(C(=NC2=CC=CC=C12)C=1SC=CC1)=S 1-Methyl-3-(2-thienyl)-1,2-dihydro-quinoxalin-2-thione